ClC=1C(=NC=CC1)C(=O)N1CC(CC1)C1=C(C(=O)O)C=C(C=C1)OC1=C(C=CC=C1)CC 2-(1-(3-chloropicolinoyl)pyrrolidin-3-yl)-5-(2-ethylphenoxy)benzoic acid